(S)-2-[4-chloro-2-(1-methyl-4-pyrazolyl)phenoxy]propionic acid ClC1=CC(=C(O[C@H](C(=O)O)C)C=C1)C=1C=NN(C1)C